COC=1C=C2C(=CC(OC2=CC1)=O)N1CCOCC1 6-methoxy-4-morpholino-2H-chromen-2-one